N-(3-(2-aminoquinazolin-6-yl)-2,4-difluorophenyl)-4-chloro-2,5-dimethylbenzenesulfonamide NC1=NC2=CC=C(C=C2C=N1)C=1C(=C(C=CC1F)NS(=O)(=O)C1=C(C=C(C(=C1)C)Cl)C)F